(S)-2-((tert-butoxycarbonyl)amino)-3-(3-(methylsulfonyl)phenyl)propionic acid C(C)(C)(C)OC(=O)N[C@H](C(=O)O)CC1=CC(=CC=C1)S(=O)(=O)C